ClC1=C(C#N)C=CC(=C1)SC1CCC1 2-chloro-4-(cyclobutylthio)benzonitrile